C12(CC3CC(CC(C1)C3)C2)N2CCN(CC2)CCCC2=C3C(N(C(=NC3=CC=C2)C)C2C(NC(CC2)=O)=O)=O 3-(5-(3-(4-((1s,3s)-adamantan-1-yl)piperazin-1-yl)propyl)-2-methyl-4-oxoquinazoline-3(4H)-yl)piperidine-2,6-dione